C(C(CCCCC)O)O heptane-1,2-diol